FC(C(=O)O)(F)F.FC(C(=O)O)(F)F.C(C1=C[N+](=CC=C1)[O-])(=O)N nicotinamide 1-oxide ditrifluoroacetate